tert-Butyl (1-((4-((1-((2-(2,6-dioxopiperidin-3-yl)-1,3-dioxoisoindolin-5-yl)methyl) azetidin-3-yl)oxy)phenyl)sulfonyl)piperidin-4-yl)carbamate O=C1NC(CCC1N1C(C2=CC=C(C=C2C1=O)CN1CC(C1)OC1=CC=C(C=C1)S(=O)(=O)N1CCC(CC1)NC(OC(C)(C)C)=O)=O)=O